(1-benzyl-4-piperidyl)-(5-methoxy-1-triisopropylsilyl-pyrrolo[2,3-b]pyridin-4-yl)methanone C(C1=CC=CC=C1)N1CCC(CC1)C(=O)C1=C2C(=NC=C1OC)N(C=C2)[Si](C(C)C)(C(C)C)C(C)C